(S)-2-(methylamino)-N-[2-[[2-methyl-6-[(5-phenylthiazol-2-yl)amino]pyrimidin-4-yl]amino]ethyl]propanamide tert-butyl-6-(4-ethyl-4-methoxypiperidin-1-yl)quinoline-4-carboxylate C(C)(C)(C)OC(=O)C1=CC=NC2=CC=C(C=C12)N1CCC(CC1)(OC)CC.CN[C@H](C(=O)NCCNC1=NC(=NC(=C1)NC=1SC(=CN1)C1=CC=CC=C1)C)C